2-(2-Trifluoromethoxy-4-((5-oxo-4-(4-(trifluoromethyl)phenyl)-4,5-dihydro-1H-1,2,4-triazol-1-yl)meth-yl)phenoxy)acetic acid FC(OC1=C(OCC(=O)O)C=CC(=C1)CN1N=CN(C1=O)C1=CC=C(C=C1)C(F)(F)F)(F)F